FC1=C(C=CC(=C1)C1=NN(C=N1)C1=CC=C(C=C1)C)NC(=O)\N=C\1/SCC(N1C1=C(C=CC(=C1)C)OCCC(F)(F)F)=O (Z)-1-(2-fluoro-4-(1-(p-tolyl)-1H-1,2,4-triazol-3-yl)phenyl)-3-(3-(5-methyl-2-(3,3,3-trifluoropropoxy)phenyl)-4-oxothiazolidin-2-ylidene)urea